ClC1=CC=C2C(=CC=NC2=C1)N1CCN(CC1)S(=O)(=O)C1=CC=C(C=C1)Cl 7-chloro-4-(4-(4-chlorophenyl-sulfonyl)piperazin-1-yl)quinoline